FC(O[C@H]1C[C@H](C1)C1=NN=C(O1)[C@@H]1OC[C@H](CO1)N)(F)F Trans-2-{5-[cis-3-(trifluoromethoxy)cyclobutyl]-1,3,4-oxadiazol-2-yl}-1,3-dioxan-5-amine